(R)-1-chloro-3-(dibenzylamino)propan-2-ol ClC[C@@H](CN(CC1=CC=CC=C1)CC1=CC=CC=C1)O